[Si](C)(C)(C(C)(C)C)OCCN1N=C(C(=C1CN(C[C@@H](C)O)C)I)OC(C)C (2R)-1-[[2-[2-[tert-butyl(dimethyl)silyl]oxyethyl]-4-iodo-5-isopropoxy-pyrazol-3-yl]methyl-methyl-amino]propan-2-ol